3-(5-amino-2,4-difluorophenyl)-N-(4-methoxybenzyl)-N-methyl-1,6-naphthyridin-7-amine NC=1C(=CC(=C(C1)C=1C=NC2=CC(=NC=C2C1)N(C)CC1=CC=C(C=C1)OC)F)F